3-[(5Z)-3-(5-carboxypentyl)-5-[(2E)-2-[6-(diethylamino)-1,1-dimethyl-2H-xanthene-3-ylidene]ethylidene]-2,4,6-trioxo-hexahydropyrimidin-1-yl]propane-1-sulfonate Sodium Salt [Na+].C(=O)(O)CCCCCN1C(N(C(\C(\C1=O)=C/C=C/1\CC(C2=CC3=CC=C(C=C3OC2=C1)N(CC)CC)(C)C)=O)CCCS(=O)(=O)[O-])=O